CC=1C(=NC=C(C1)[N+](=O)[O-])C(=O)OC methyl 3-methyl-5-nitropyridine-2-carboxylate